FC1C(C1)C(=O)NC=1SC2=C(N1)C=CC(=C2)C2=C(C=CC=C2C)F 2-fluoro-N-(6-(2-fluoro-6-methylphenyl)benzo[d]thiazol-2-yl)cyclopropane-1-carboxamide